COC(\C=C(\CCC=C(C)C)/C)OC (2E)-1,1-dimethoxy-3,7-dimethyl-2,6-octadiene